N-(2-(Dimethylamino)ethyl)-4-oxo-3-(phenylamino)-3,4-dihydroquinazoline-2-carboxamide CN(CCNC(=O)C1=NC2=CC=CC=C2C(N1NC1=CC=CC=C1)=O)C